3,3'-diindolylmethane C1C=CC2C(CC3=CNC4C=CC=CC3=4)=CNC=2C=1